CN(C[C@@H](C)OC1=C2C(=NC=NC2=CC(=C1)C=1C=NN(C1)C)NC=1C=NC2=CC=CC=C2C1F)C (R)-5-((1-(dimethylamino)propan-2-yl)oxy)-N-(4-fluoroquinolin-3-yl)-7-(1-methyl-1H-pyrazol-4-yl)quinazolin-4-amine